C(C)(C)(C)C1C=2C=C(C(N(C2C2=C(C1)N1C(=N2)C(=CC=C1)C(F)(F)F)CC1=C(C=C(C=C1)OC)OC)=O)C(=O)O 5-(tert-butyl)-1-(2,4-dimethoxybenzyl)-2-oxo-11-(trifluoromethyl)-1,2,5,6-tetrahydropyrido[2',1':2,3]imidazo[4,5-h]quinoline-3-carboxylic acid